3-(5-(1-(4-methoxybenzyl)piperidin-4-yl)-1-oxoisoindolin-2-yl)piperidine-2,6-dione COC1=CC=C(CN2CCC(CC2)C=2C=C3CN(C(C3=CC2)=O)C2C(NC(CC2)=O)=O)C=C1